4-fluoro-6-[1-(4-fluoro-1-methylpiperidin-4-yl)-1-hydroxypropyl]-3-[(3S)-oxolan-3-yloxy]-2,3-dihydro-1H-isoindol-1-one FC1=C2C(NC(C2=CC(=C1)C(CC)(O)C1(CCN(CC1)C)F)=O)O[C@@H]1COCC1